2-(6-{5-chloro-2-[(oxazin-4-yl)amino]pyrimidin-4-yl}-1-oxo-2,3-dihydro-1H-isoindol-2-yl)-N-[(1S)-1-(3-fluoro-5-methoxyphenyl)-2-hydroxyethyl]propionamide ClC=1C(=NC(=NC1)NC1=CNOC=C1)C1=CC=C2CN(C(C2=C1)=O)C(C(=O)N[C@H](CO)C1=CC(=CC(=C1)OC)F)C